CN(C(/C=C/CC[C@H](C(=O)NC=1C(N(C=CC1)CC=1NC=2C(=NC=C(C2CC(C)C)F)N1)=O)CN(C([O-])=O)C)=O)C (S,E)-7-(Dimethylamino)-1-((1-((6-fluoro-7-isobutyl-1H-imidazo[4,5-b]pyridin-2-yl)methyl)-2-oxo-1,2-dihydropyridin-3-yl)amino)-1,7-dioxohept-5-en-2-yl-dimethylcarbamat